COC(CC(=O)O)OC 3,3-Dimethoxypropionic acid